N-Cyclopropyl-4-(3-isopropyl-2-(8-methyl-[1,2,4]triazolo[1,5-a]pyridin-6-yl)-1H-indol-5-yl)-N-methylcyclohexan-1-amin C1(CC1)N(C1CCC(CC1)C=1C=C2C(=C(NC2=CC1)C=1C=C(C=2N(C1)N=CN2)C)C(C)C)C